C1(=CC=CC2=CC=CC=C12)C(=O)[O-].C1(=CC=CC2=CC=CC=C12)C(=O)[O-].C(CCCCCCC)[Sn+2]CCCCCCCC dioctyl-tin dinaphthate